N-(4-(2-(4-fluoro-2-methoxyphenyl)propyl)-6-(((R)-1-hydroxy-4-methylpent-2-yl)amino)-1,3,5-triazin-2-yl)methanesulfonamide FC1=CC(=C(C=C1)C(CC1=NC(=NC(=N1)N[C@@H](CO)CC(C)C)NS(=O)(=O)C)C)OC